(E)-5-(3-(6-fluoro-8-(methylamino)-2-oxo-1,2-dihydroquinolin-3-yl)-3-oxoprop-1-en-1-yl)-1H-pyrrole-2-carboxylic acid FC=1C=C2C=C(C(NC2=C(C1)NC)=O)C(/C=C/C1=CC=C(N1)C(=O)O)=O